Francium maleate C(\C=C/C(=O)[O-])(=O)[O-].[Fr+].[Fr+]